N1C(CCC1C(=O)OC1CC(CCC1C(C)C)C)=O menthyl pyrrolidin-2-one-5-carboxylate